4-chloro-6-methyl-2-trifluoromethylpyrimidine ClC1=NC(=NC(=C1)C)C(F)(F)F